C(C)N1C(NC2=C(C1=O)SC(=C2)CN2C1CN(CC2CC1)C=1C=CC(=NC1C)C(=O)NC)=O 5-(8-((3-ethyl-2,4-dioxo-1,2,3,4-tetrahydrothieno[3,2-d]pyrimidin-6-yl)methyl)-3,8-diazabicyclo[3.2.1]octan-3-yl)-N,6-dimethylpicolinamide